C(C)(C)(C)OC(=O)N(C(C(=O)O)CC(=O)N1CCC(CC1)(F)F)C 2-[tert-butoxycarbonyl(methyl)amino]-4-(4,4-difluoro-1-piperidyl)-4-oxo-butanoic acid